13,14-dimethyl-octacosanedioic acid CC(CCCCCCCCCCCC(=O)O)C(CCCCCCCCCCCCCC(=O)O)C